C(C1=CC=CC=C1)OC(CN(C(=O)OCCl)C[C@H]1N(CCOC1)C(=O)OC(C)(C)C)=O tert-butyl (3R)-3-[[(2-benzyloxy-2-oxo-ethyl)-(chloromethoxycarbonyl)amino]methyl]morpholine-4-carboxylate